N1(CCCC1)C1=NC=C(C(=O)N)C=C1 6-pyrrolidin-1-ylnicotinamide